(2-((2-((4-(6-amino-2-azaspiro[3.3]heptan-2-yl)-3-methylphenyl)amino)-5-fluoropyrimidin-4-yl)amino)phenyl)dimethylphosphine oxide trifluoroacetate FC(C(=O)O)(F)F.NC1CC2(CN(C2)C2=C(C=C(C=C2)NC2=NC=C(C(=N2)NC2=C(C=CC=C2)P(C)(C)=O)F)C)C1